FC(C1=NC(=NC=C1)C=1C=C2CC[C@]3(CN(CC3)C([C@H](C)C3=CC(=NC=C3F)OC)=O)NC2=NC1C)F (2R)-1-{(2S)-6-[4-(difluoromethyl)pyrimidin-2-yl]-7-methyl-3,4-dihydro-1H-spiro[1,8-naphthyridine-2,3'-pyrrolidin]-1'-yl}-2-(5-fluoro-2-methoxypyridin-4-yl)propan-1-one